C(C=C)N(C1=CC(=C(C=C1)NC(OC(C)(C)C)=O)NC(OC(C)(C)C)=O)CC1=CC(=CC=C1)C(F)(F)F Di-tert-butyl (4-(allyl(3-(trifluoromethyl)benzyl)amino)-1,2-phenylene)dicarbamate